N[C@H](CN1N=NC2=C1C(=C1C(=C2F)CC(C1)CN1CCC2(CN(C(O2)=O)C2=NC3=C(OCC(N3)=O)N=C2)CC1)F)C 6-[8-[[1-[(2S)-2-aminopropyl]-4,8-difluoro-6,7-dihydro-5H-cyclopenta[f]benzotriazol-6-yl]methyl]-2-oxo-1-oxa-3,8-diazaspiro[4.5]decan-3-yl]-4H-pyrazino[2,3-b][1,4]oxazin-3-one